4-(3,3-dimethylpiperazin-1-yl)-N-(8-methoxy-2-methylimidazo[1,2-a]pyrazin-6-yl)-2,3-dihydro-1H-pyrrolo[2,3-b]pyridine-1-carboxamide hydrochloride Cl.CC1(CN(CCN1)C1=C2C(=NC=C1)N(CC2)C(=O)NC=2N=C(C=1N(C2)C=C(N1)C)OC)C